ClC1=C(C=CC=C1NC(=O)C=1N(C2=C(CNCC2)N1)C)C1=C(C(=CC=C1)NC(=O)C=1N(C2=C(CNCC2)N1)C)C N,N'-(2-chloro-2'-methyl-[1,1'-biphenyl]-3,3'-diyl)bis(1-methyl-4,5,6,7-tetrahydro-1H-imidazo[4,5-c]pyridine-2-carboxamide)